Pyridine-2,6-dicarbohydrazide N1=C(C=CC=C1C(=O)NN)C(=O)NN